C1(=CC=CC=C1)N(C1=CC(=CC=C1)NC1=CC=CC=C1)C1=CC=CC=C1 N,N,N'-triphenyl-1,3-phenylenediamine